isobutyl 2-ethoxy-α-cyanocinnamate C(C)OC1=C(C=C(C(=O)OCC(C)C)C#N)C=CC=C1